C(C)OC(=O)C=1C(=NN(C1)C(=O)OC(C)(C)C)O 3-hydroxy-1H-pyrazole-1,4-Dicarboxylic acid 1-(tert-butyl) ester 4-ethyl ester